2-(6-(((1S,4S,5S,6S)-6-fluoro-2-methyl-2-azabicyclo[2.2.2]octan-5-yl)oxy)pyridazin-3-yl)-5-(1H-imidazol-1-yl)phenol F[C@@H]1[C@H]([C@@H]2CN([C@H]1CC2)C)OC2=CC=C(N=N2)C2=C(C=C(C=C2)N2C=NC=C2)O